ClC=1C=CC2=C(N=C(O2)C23CC(C2)(C3)C(=O)NC(=O)C=3N=NC(=CC3)C(F)(F)F)C1 N-[3-(5-chloro-1,3-benzoxazol-2-yl)-1-bicyclo[1.1.1]pentanoyl]-6-(trifluoromethyl)pyridazine-3-carboxamide